N-(4-(4-((2-(2,6-dioxopiperidin-3-yl)-4-fluoro-1,3-dioxoisoindolin-5-yl)methyl)piperazin-1-yl)-3-(trifluoromethyl)phenyl)-3-(imidazo[1,2-b]pyridazin-3-ylethynyl)-4-methylbenzamide O=C1NC(CCC1N1C(C2=CC=C(C(=C2C1=O)F)CN1CCN(CC1)C1=C(C=C(C=C1)NC(C1=CC(=C(C=C1)C)C#CC1=CN=C2N1N=CC=C2)=O)C(F)(F)F)=O)=O